1-((((9H-Fluoren-9-yl)methoxy)carbonyl)amino)cyclopentanoic acid C1=CC=CC=2C3=CC=CC=C3C(C12)COC(=O)NC1(CCCC1)C(=O)O